CC=1SC2=C(N1)C=C(C=C2)C(C)=O 1-(2-methylbenzo[d]thiazol-5-yl)ethan-1-one